tert-butyl (2R,5S)-4-(7-benzyl-1-(4-fluoro-2-isopropylpyridin-3-yl)-2-carbonyl-1,2,5,6,7,8-hexahydropyrido[3,4-d]pyrimidin-4-yl)-2,5-dimethylpiperazine-1-carboxylate C(C1=CC=CC=C1)N1CC=2N(C(N=C(C2CC1)N1C[C@H](N(C[C@@H]1C)C(=O)OC(C)(C)C)C)=C=O)C=1C(=NC=CC1F)C(C)C